N1=C2C(=CC=C1)CCC2 5,7-dihydrocyclopenta[b]pyridin